COC1=CC=C(C=C1)NC1=NC=CC(=C1)C=1C=NN(C1)CC1=CC=C(C=C1)C(F)(F)F (p-Methoxyphenyl)-4-(1-{[p-(trifluoromethyl)phenyl]methyl}-1H-pyrazol-4-yl)-2-pyridylamine